CC=1OC2=C(C1C(=O)O)C=C(C=C2)CC2CC(C2)C(F)(F)F 2-methyl-5-((3-(trifluoromethyl)cyclobutyl)methyl)benzofuran-3-carboxylic acid